O[C@H]1C[C@H](CCC1)NC1=CC=NC=C1 4-(((1S,3R)-3-hydroxycyclohexyl)amino)pyridin